ClC1=C(C(=C(N=N1)S(=O)(=NC)C1=C(C(=CC=C1)C1CC1)F)C(=O)NCC(F)(F)C1=C(C=C(C=C1)C)C)C 6-chloro-3-[S-(3-cyclopropyl-2-fluorophenyl)-N-methylsulfonimidoyl]-N-[2-(2,4-dimethylphenyl)-2,2-difluoroethyl]-5-methylpyridazine-4-carboxamide